S([O-])(O)(=O)=O.C(=C)CC=1NC=C[NH+]1 vinylmethylimidazolium bisulfate